3-(cyanomethyl)-3-(4-(4,4,5,5-tetramethyl-1,3,2-dioxaborolan-2-yl)-1H-pyrazole-1-yl)azetidine C(#N)CC1(CNC1)N1N=CC(=C1)B1OC(C(O1)(C)C)(C)C